N,N'-diphenyl-N,N'-diphenyl-(9-Phenyl-9H-carbazol-3-yl)biphenyl-4,4'-diamine C1(=CC=CC=C1)N(C1=CC(=C(C=C1)C1=CC=C(C=C1)N(C1=CC=CC=C1)C1=CC=CC=C1)C=1C=CC=2N(C3=CC=CC=C3C2C1)C1=CC=CC=C1)C1=CC=CC=C1